O=C1C=CC(=CN1CC(F)(F)F)C(=O)OC methyl 6-oxo-1-(2,2,2-trifluoroethyl)pyridine-3-carboxylate